5-[5-(difluoromethyl)-1,3,4-oxadiazol-2-yl]-N-[(1R)-1-(2-fluoro-phenyl)ethyl]pyrimidin-2-amine FC(C1=NN=C(O1)C=1C=NC(=NC1)N[C@H](C)C1=C(C=CC=C1)F)F